tert-butyl (R)-6-((2'-ethoxy-6-((1-methylpyrrolidin-3-yl)carbamoyl)-[2,3'-bipyridin]-5-yl)oxy)-2-azaspiro[3.3]heptane-2-carboxylate C(C)OC1=NC=CC=C1C1=NC(=C(C=C1)OC1CC2(CN(C2)C(=O)OC(C)(C)C)C1)C(N[C@H]1CN(CC1)C)=O